31-methyltritriacontyl docos-13-enoate C(CCCCCCCCCCCC=CCCCCCCCC)(=O)OCCCCCCCCCCCCCCCCCCCCCCCCCCCCCCC(CC)C